N1N=NN=C1C1CC2N(C=3C=CC=CC3N(C2)C2=CC=C(C=C2)C(F)(F)F)CC1 8-(1H-tetrazol-5-yl)-5-(4-(trifluoromethyl)phenyl)-6,6a,7,8,9,10-hexahydro-5H-pyrido[1,2-a]quinoxaline